butylborane C(CCC)B